C(CC)NC(O[C@@H]1C[C@@H](CC1)C1=CC(=NN1)NC(CC1=NC=C(C=C1)OC)=O)=O (1S,3R)-3-(3-{[(5-meth-oxypyridin-2-yl)acetyl]-amino}-1H-pyrazol-5-yl)-cyclopentyl propyl-carbamate